(R)-5-((1-(5-fluoro-2-hydroxypyridin-3-yl)cyclopropyl)amino)-N-(1-hydroxypropan-2-yl)pyrazolo[1,5-a]Pyrimidine-3-carboxamide FC=1C=C(C(=NC1)O)C1(CC1)NC1=NC=2N(C=C1)N=CC2C(=O)N[C@@H](CO)C